N1(C=NC=C1)CC1=CC(=C2CCN(C(C2=C1)=O)C1=NC=NC2=CC(=C(C=C12)CC)OC)C=1C(=NN(C1)C)C(F)(F)F 7-((1H-Imidazol-1-yl)methyl)-2-(6-ethyl-7-methoxyquinazolin-4-yl)-5-(1-methyl-3-(trifluoromethyl)-1H-pyrazol-4-yl)-3,4-dihydroisoquinolin-1(2H)-one